BrC1=CC=C(CC2(CC2)N)C=C1 (4-Bromobenzyl)cyclopropanamine